8'-Bromo-3'-methyl-2'-oxo-2',3'-dihydrospiro[cyclobutane-1,1'-pyrrolo[2,3-c]quinoline] 5'-oxide BrC1=CC=2C3=C(C=[N+](C2C=C1)[O-])N(C(C31CCC1)=O)C